FC(C=1C(=C(C=CC1)C(C)NC=1C2=C(N=C(N1)C)N(C(C(=C2)I)=O)CC2=CC=C(C=C2)OC)F)F 4-(1-(3-(difluoromethyl)-2-fluorophenyl)ethylamino)-6-iodo-8-(4-methoxybenzyl)-2-methylpyrido[2,3-d]pyrimidin-7(8H)-one